N-(adamantan-2-yl)-4-(pyrimidin-5-yl)-1H-pyrrole-2-carboxamide C12C(C3CC(CC(C1)C3)C2)NC(=O)C=2NC=C(C2)C=2C=NC=NC2